CN1CC2=CC=CC=C2CC1 2-methyl-3,4-dihydro-1H-isoquinolin